FC1=C(C=CC(=C1)F)[C@](C(F)(F)C1=CC=C(C=N1)C1=CC=C(C=C1)N1CCN(CC1)C1=NC=C(C#N)C=C1)(CN1N=NN=C1)O (R)-6-(4-(4-(6-(2-(2,4-difluorophenyl)-1,1-difluoro-2-hydroxy-3-(1H-tetrazol-1-yl)propyl)pyridin-3-yl)phenyl)piperazin-1-yl)nicotinonitrile